N1N=NN=C1C1=C(C=CC=C1)C(CCCC)O 1-(2-(1H-tetrazol-5-yl)phenyl)pentan-1-ol